methyl (1-fluorovinyl) sulfide FC(=C)SC